NC1=NNC2=CC=CC(=C12)C=1C=C(C(=CC1)C=1CCCCC1)O 4-(3-amino-1H-indazol-4-yl)-2',3',4',5'-tetrahydro-[1,1'-biphenyl]-2-ol